2-((3,5-dicyano-6-(4-(dimethylamino)piperidin-1-yl)-4-ethylpyridin-2-yl)thio)-2-(3,4-difluorophenyl)acetamide C(#N)C=1C(=NC(=C(C1CC)C#N)N1CCC(CC1)N(C)C)SC(C(=O)N)C1=CC(=C(C=C1)F)F